C(C)(=O)OCCC1=CC=C(C=C1)SCC1CC1 2-[4-(cyclopropylmethylsulfanyl) phenyl]Ethyl acetate